(tert-butoxycarbonyl)-D-serine C(C)(C)(C)OC(=O)N[C@H](CO)C(=O)O